(R)-4-(6-(2-(2-hydroxy-3-methylbutyryl)-2,7-diazaspiro[3.5]nonan-7-yl)pyridin-3-yl)-6-(1-methyl-1H-pyrazol-4-yl)pyrazolo[1,5-a]pyridine-3-carbonitrile O[C@@H](C(=O)N1CC2(C1)CCN(CC2)C2=CC=C(C=N2)C=2C=1N(C=C(C2)C=2C=NN(C2)C)N=CC1C#N)C(C)C